methyl (1R,2R)-1-((tert-butoxycarbonyl) amino)-2-ethylcyclopropanecarboxylate C(C)(C)(C)OC(=O)N[C@]1([C@@H](C1)CC)C(=O)OC